CCCCCCCCCCCC Normal-dodecane